(8S,9S,10S,13S,14S,17S)-10,17-dihydroxy-13-methyl-6,7,8,9,10,11,12,13,14,15,16,17-dodecahydro-3H-cyclopenta[a]phenanthren-3-one O[C@]12[C@H]3CC[C@@]4([C@H](CC[C@H]4[C@@H]3CCC2=CC(C=C1)=O)O)C